FC1=CC(=C(OC2=NC=C(C(=C2C=2NC=3C=CN=C(C3C(C2)=O)C(=O)O)C)C(F)(F)F)C=C1)C 2-[2-(4-fluoro-2-methyl-phenoxy)-4-methyl-5-(trifluoromethyl)-3-pyridyl]-4-oxo-1H-1,6-naphthyridine-5-carboxylic acid